N-(5-tert-Butyl-isoxazol-3-yl)-N'-{4-[7-(2-morpholin-4-yl-ethoxy)imidazo[2,1-b][1,3]benzothiazol-2-yl]phenyl}urea dihydrochloride Cl.Cl.C(C)(C)(C)C1=CC(=NO1)NC(=O)NC1=CC=C(C=C1)C=1N=C2SC3=C(N2C1)C=CC(=C3)OCCN3CCOCC3